2-(2-trifluoromethoxy-phenoxy)acetaldehyde FC(OC1=C(OCC=O)C=CC=C1)(F)F